tert-butyl (4-(4-((4-((5-cyclopropyl-1H-pyrazol-3-yl)amino)quinazolin-2-yl)amino)benzamido)butyl)carbamate C1(CC1)C1=CC(=NN1)NC1=NC(=NC2=CC=CC=C12)NC1=CC=C(C(=O)NCCCCNC(OC(C)(C)C)=O)C=C1